C(N)(=O)C1=C(C=C(C=C1)C1=CC=C2C(=N1)SC(=N2)NC(OC(C)(C)C)=O)C tert-butyl (5-(4-carbamoyl-3-methylphenyl)thiazolo[5,4-b]pyridin-2-yl)carbamate